(S)-3-((3,5-dimethoxyphenyl)ethynyl)-7-ethyl-1-(pyrrolidin-3-yl)-1H-pyrazolo[4,3-c]pyridin-4-amine COC=1C=C(C=C(C1)OC)C#CC1=NN(C2=C1C(=NC=C2CC)N)[C@@H]2CNCC2